C(=O)(OC(C)(C)C)N([C@H](CC1=CC=CC=C1)C(=O)O)C Boc-N-methyl-D-phenylalanine